N-(6-(2-(tert-butylamino)-2-oxoethyl)-6-azaspiro[2.5]oct-1-yl)benzamide C(C)(C)(C)NC(CN1CCC2(CC2NC(C2=CC=CC=C2)=O)CC1)=O